(4-((3-methyl-4,5,6,7-tetrahydro-1H-pyrazolo[4,3-c]pyridin-1-yl)methyl)bicyclo[2.2.2]oct-1-yl)carbamic acid tert-butyl ester C(C)(C)(C)OC(NC12CCC(CC1)(CC2)CN2N=C(C=1CNCCC12)C)=O